ClC1=C(C2=C(C=N1)NC(N2C)=O)F.[N].[Ge] germanium nitrogen 6-chloro-7-fluoro-1-methyl-3H-imidazo[4,5-c]pyridin-2-one